Tert-Butyl 6-[[[1-(trifluoromethyl)cyclopropyl]amino]methyl]-2-azaspiro[3.3]heptane-2-carboxylate FC(C1(CC1)NCC1CC2(CN(C2)C(=O)OC(C)(C)C)C1)(F)F